C1=CC=C(C=C1)C2=CC=C(C=C2)C(=O)CBr alpha-bromo-4-phenylacetophenone